C(C1=CC=CC=C1)(=O)NC1=NC(N([C@H]2C[C@H](O)[C@@H](CO[Si](C)(C)C(C)(C)C)O2)C=C1)=O N4-benzoyl-5'-O-(tert-butyldimethylsilyl)-2'-deoxycytidine